(2S,3S)-2-amino-3-(4-bromo-1,3-thiazol-2-yl)-3-ethoxypropanoic acid N[C@H](C(=O)O)[C@H](OCC)C=1SC=C(N1)Br